ClC=1C=C(C=C(C1F)Cl)C1(CC(=NO1)N1CC=2C=NC(=CC2C1)C(=O)NC(C)C=1C=NN(C1)C)C(F)(F)F 2-(5-(3,5-dichloro-4-fluorophenyl)-5-(trifluoromethyl)-4,5-dihydroisoxazol-3-yl)-N-(1-(1-methyl-1H-pyrazol-4-yl)ethyl)-2,3-dihydro-1H-pyrrolo[3,4-c]pyridine-6-carboxamide